C(C1=CC=CC=C1)(=O)C1=C(C(=C(O)C(=C1)C(C1=CC=CC=C1)=O)CCC[Si](OCC)(OCC)OCC)O 4,6-dibenzoyl-2-(3-triethoxysilylpropyl)resorcinol